ClC=1C=C2C(=NN1)NC[C@@]1(N2C[C@@H](C1)OC=1C=C2CCNC(C2=CC1)(C)C)C(F)F (6aR,8R)-2-chloro-6a-(difluoromethyl)-8-((1,1-dimethyl-1,2,3,4-tetrahydro-isoquinolin-6-yl)oxy)-5,6,6a,7,8,9-hexahydropyrrolo[1',2':4,5]pyrazino[2,3-c]pyridazine